6-methoxy-3-nitro-1,7-naphthyridin-4-ol COC=1C=C2C(=C(C=NC2=CN1)[N+](=O)[O-])O